FC1=C(C=C(C=C1)NC(=O)[NH-])C(F)(F)F ((4-fluoro-3-(trifluoromethyl)phenyl)carbamoyl)amide